2,4-dimethoxy-6-pentylbenzenesulfonyl chloride COC1=C(C(=CC(=C1)OC)CCCCC)S(=O)(=O)Cl